C=1OC=C2C(NC=3C=CC=CC3C21)=O furo[3,4-c]quinolin-4(5H)-one